BrC1=C(C=C2C(=NC(=NC2=C1)Cl)N1[C@H]2CN([C@@H](C1)C2)C(=O)OC(C)(C)C)F tert-butyl (1R,4R)-5-(7-bromo-2-chloro-6-fluoroquinazolin-4-yl)-2,5-diazabicyclo[2.2.1]heptane-2-carboxylate